1-(((2-(4'-Fluoro-2'-(4-methyl-4H-1,2,4-triazol-3-yl)-[1,1'-biphenyl]-3-yl)-7-(trifluoromethyl)benzo[d]oxazol-5-yl)methyl)(methyl)amino)-2-methylpropan-2-ol FC1=CC(=C(C=C1)C1=CC(=CC=C1)C=1OC2=C(N1)C=C(C=C2C(F)(F)F)CN(CC(C)(O)C)C)C2=NN=CN2C